Racemic-1-(1-(7,8-difluoro-1-oxo-1,2-dihydroisoquinolin-4-yl)ethyl)-3-(3-fluorophenyl)-1-methylurea FC1=CC=C2C(=CNC(C2=C1F)=O)[C@@H](C)N(C(=O)NC1=CC(=CC=C1)F)C |r|